2-(1-ethyl-4-(2-(4-methyl-4H-1,2,4-triazol-3-yl)phenyl)-1H-pyrrolo[2,3-b]pyridin-6-yl)-4-(trifluoromethyl)isoindolin-1-one C(C)N1C=CC=2C1=NC(=CC2C2=C(C=CC=C2)C2=NN=CN2C)N2C(C1=CC=CC(=C1C2)C(F)(F)F)=O